C(C)OC(=O)C=1N=C2N(N1)CCC2C2=C(C=CC=C2)F 7-(2-fluorophenyl)-6,7-dihydro-5H-pyrrolo[1,2-b][1,2,4]triazole-2-carboxylic acid ethyl ester